6-(tert-butyl) 3-(2-(trimethylsilyl)ethyl) (1S,5R,7R)-7-ethynyl-3,6-diazabicyclo[3.2.1]octane-3,6-dicarboxylate C(#C)[C@@H]1N([C@H]2CN(C[C@@H]1C2)C(=O)OCC[Si](C)(C)C)C(=O)OC(C)(C)C